C(C)(C)(C)OC(=O)N[C@@H]1[C@H](C[C@H](CC1)C1=CC(=CC=C1)C(F)(F)F)C(=O)O (1S,2S,5S)-2-((tert-butoxycarbonyl)amino)-5-(3-(trifluoromethyl)phenyl)-cyclohexanecarboxylic Acid